1-(3,5-dinitrobenzyl) 4-methyl 3-methylsuccinate CC(CC(=O)OCC1=CC(=CC(=C1)[N+](=O)[O-])[N+](=O)[O-])C(=O)OC